8-ethyl-2-methyl-N-[6-[(3S)-3-methylpiperazin-1-yl]pyridazin-3-yl]imidazo[1,2-a]pyrazine-6-carboxamide C(C)C=1C=2N(C=C(N1)C(=O)NC=1N=NC(=CC1)N1C[C@@H](NCC1)C)C=C(N2)C